tert-butyl (S)-(tert-butoxycarbonyl)(4-(((1-(ethoxymethyl)-1H-benzo[d]imidazol-2-yl)methyl)(5,6,7,8-tetrahydroquinolin-8-yl)amino)butyl)-carbamate C(C)(C)(C)OC(=O)N(C(OC(C)(C)C)=O)CCCCN([C@H]1CCCC=2C=CC=NC12)CC1=NC2=C(N1COCC)C=CC=C2